perfluoro-methyl-dioxolane FC1(OC(C(O1)(F)F)(F)F)C(F)(F)F